(S)-N-(7-fluoro-1,2,3,4-tetrahydronaphthalen-1-yl)-6-(3-(4-methoxybenzyl)ureido)spiro[3.3]heptane-2-carboxamide FC1=CC=C2CCC[C@@H](C2=C1)NC(=O)C1CC2(C1)CC(C2)NC(=O)NCC2=CC=C(C=C2)OC